N-((3R,4S)-4-((6-(2,6-dichloro-3,5-di-methoxyphenyl)-8-((3,3-difluorocyclobutyl)amino)pyrido[3,4-d]pyrimidin-2-yl)amino)tetrahydrofuran-3-yl)acrylamide ClC1=C(C(=C(C=C1OC)OC)Cl)C1=CC2=C(N=C(N=C2)N[C@H]2[C@H](COC2)NC(C=C)=O)C(=N1)NC1CC(C1)(F)F